2-(4-bromo-3-fluorophenyl)-5-ethyltetrahydropyran BrC1=C(C=C(C=C1)C1OCC(CC1)CC)F